(6-amino-2-(p-tolylamino)pyrimidin-4-yl)(4-phenylpiperazin-1-yl)methanone NC1=CC(=NC(=N1)NC1=CC=C(C=C1)C)C(=O)N1CCN(CC1)C1=CC=CC=C1